F.F.OCCC(CCCCCCCCCCCCCCCCC)(N(CCO)CCCN)CCO bis-(hydroxyethyl)-aminopropyl-N-hydroxyethyloctadecylamine dihydrofluoride